(3-(naphthalen-2-yl)phenyl)boronic acid C1=C(C=CC2=CC=CC=C12)C=1C=C(C=CC1)B(O)O